Methyl 2-[(4-bromo-2,5-difluoro-phenyl)methyl]-3-(4,4-dimethyltetrahydrofuran-3-yl)benzimidazole-5-carboxylate BrC1=CC(=C(C=C1F)CC=1N(C2=C(N1)C=CC(=C2)C(=O)OC)C2COCC2(C)C)F